ClC=1C=C(C=CC1)C(C(C(C)C)OC(N[C@H](C(=O)N[C@H](CO)C[C@H]1C(NCC1)=O)CC1=CC=CC=C1)=O)(F)F ((S)-1-(((S)-1-hydroxy-3-((S)-2-oxopyrrolidin-3-yl)propan-2-yl)amino)-1-oxo-3-phenylpropane-2-yl)carbamic acid 1-(3-chlorophenyl)-1,1-difluoro-3-methylbutan-2-yl ester